Cl.ClC1=C(C=CC=C1Cl)N1CCN(CC1)CC[C@@H]1CC[C@H](CC1)NC(=O)N(C)C trans-1-{4-[2-[4-(2,3-dichlorophenyl)-piperazin-1-yl]ethyl]cyclohexyl}-3,3-dimethylurea hydrochloride